2-[bis(methylthio)methylene]-1,3-indanedione CSC(=C1C(C2=CC=CC=C2C1=O)=O)SC